C(C)C1=C(C2=C(NN=N2)C=C1)CNC(C1=CC=C(C=C1)OC(F)(F)F)=O N-((5-ethyl-1H-benzotriazol-4-yl)methyl)-4-(trifluoromethoxy)-benzamide